C[C@]1([C@@H](C1)C)C(=O)N1CCOC2=C(C1)C=NC=C2C#N 4-[(1S,2R)-1,2-dimethylcyclopropanecarbonyl]-3,5-dihydro-2H-pyrido[3,4-f][1,4]oxazepine-9-carbonitrile